ethyl 8-fluoro-2-hydroxyquinoline-3-carboxylate FC=1C=CC=C2C=C(C(=NC12)O)C(=O)OCC